2,6-octanedione CC(CCCC(CC)=O)=O